[Na+].C1(=CC=C(C=C1)C1=NC2=C(N1)C=C(C=C2S(=O)(=O)O)S(=O)(=O)O)C2=NC1=C(N2)C=C(C=C1S(=O)(=O)[O-])S(=O)(=O)O 2,2'-(1,4-phenylene)-bis-(1H-benzimidazol-4,6-disulfonic acid), monosodium salt